1-tert-butyl 2-methyl (S)-4-methylene-5-oxopyrrolidine-1,2-dicarboxylate C=C1C[C@H](N(C1=O)C(=O)OC(C)(C)C)C(=O)OC